(R)-N-(pyrrolidin-3-ylmethyl)-2-(p-tolyl)benzo[d]imidazo[2,1-b]thiazole N1CC(CC1)CN1C(=CN2[C@@H]1SC1=C2C=CC=C1)C1=CC=C(C=C1)C